FC(C1=CC=C(C=C1)N1C[C@H]2[C@@H](N([C@@H](C1)C2)C(=O)OC(C)(C)C)C(=O)OC)(F)F 6-(tert-butyl) 7-methyl (1S,5R,7R)-3-(4-(trifluoromethyl)phenyl)-3,6-diazabicyclo[3.2.1]octane-6,7-dicarboxylate